Cl.C(C1=CC=CC=C1)OC1CC(CCC1)N 3-(benzyloxy)cyclohexylamine hydrochloride